1-phenyl-3-pyridin-2-yl-propane-1,3-dione C1(=CC=CC=C1)C(CC(=O)C1=NC=CC=C1)=O